NCCCN1CCN(CC1)C=1C=C(C=CC1)C1C(NC(CC1)=O)=O 3-(3-(4-(3-aminopropyl)piperazin-1-yl)phenyl)piperidine-2,6-dione